3-(4-(3,3-Dimethylmorpholino)-7-(1H-pyrazol-3-yl)imidazo[1,5-b]pyridazin-2-yl)-8-oxa-3-azabicyclo[3.2.1]octane CC1(COCCN1C=1C=2N(N=C(C1)N1CC3CCC(C1)O3)C(=NC2)C2=NNC=C2)C